OC(C1=CC=CC=C1)P(O)(=O)CC[C@H]1OC([C@H]([C@H]([C@@H]1OCC1=CC(=C(C=C1)OC)OC)OCC1=CC(=C(C=C1)OC)OC)OCC1=CC(=C(C=C1)OC)OC)OC1=CC=C(C=C1)OC [hydroxy(phenyl)methyl]-[2-[(2R,3R,4S,5S)-3,4,5-tris[(3,4-dimethoxyphenyl)methoxy]-6-(4-methoxyphenoxy)tetrahydropyran-2-yl]ethyl]phosphinic acid